ClC=1C=CC(=C(C1)C1(CC1)/C(/N)=N/OC(=O)C1=NN(C(=C1)C(F)F)C)C (Z)-1-(5-chloro-2-methylphenyl)-N'-((5-(difluoromethyl)-1-methyl-1H-pyrazole-3-carbonyl)oxy)cyclopropane-1-carboximidamide